6-Chloro-N-((1-morpholinocycloheptyl)methyl)imidazo[1,2-a]pyridin-8-carboxamid ClC=1C=C(C=2N(C1)C=CN2)C(=O)NCC2(CCCCCC2)N2CCOCC2